ClC=1C=C(OC2CCC(CC2)NC(=O)C2=NC=C(N=C2)N2CCC(CC2)CO)C=CC1C#N N-((1r,4r)-4-(3-Chloro-4-cyanophenoxy)cyclohexyl)-5-(4-(hydroxymethyl)piperidin-1-yl)pyrazine-2-carboxamide